6-[[8,8-Dimethyl-6-oxo-5-(4-pyridyl)-7H-xanthen-3-yl]-ethyl-amino]hexanoic acid CC1(CC(C(=C2OC=3C=C(C=CC3C=C12)N(CCCCCC(=O)O)CC)C1=CC=NC=C1)=O)C